C(C)(=O)OCC(F)Br 2-bromo-2-fluoro-ethyl acetate